(S)-5-(3-(4,4-difluorocyclohexyl)-6-(3,5-dimethylisoxazol-4-yl)-3H-imidazo[4,5-b]pyridin-2-yl)-1-(3,4-difluorophenyl)pyrrolidin-2-one FC1(CCC(CC1)N1C(=NC=2C1=NC=C(C2)C=2C(=NOC2C)C)[C@@H]2CCC(N2C2=CC(=C(C=C2)F)F)=O)F